Nε-p-azidobenzyloxycarbonyl-lysine N(=[N+]=[N-])C1=CC=C(COC(=O)NCCCC[C@H](N)C(=O)O)C=C1